C(=C)NC(C(C)(C)C)=O N-vinyl-2,2-Dimethylpropanamide